C(CCC)N1C(C2=CN=CC=C2C(=C1)C1=CC(=C(C(=C1)F)O[C@H]1[C@@H](CNCC1)F)F)=O 2-butyl-4-(3,5-difluoro-4-(((3R,4R)-3-fluoropiperidin-4-yl)oxy)phenyl)-2,7-naphthyridin-1(2H)-one